C(=O)(OC(C)(C)C)N1C[C@H](C(=O)O)CCC1 (R,S)-Boc-nipecotic acid